C(CCCCCCC)C1=CC=CC(=N1)C=1C=C(C=C(C1)C1=NC(=CC=C1)CCCCCCCC)C=1C=C(C=C(C1)C1=CC=CC=C1)C1=CC=CC=C1 5'-(3,5-bis(6-octylpyridine-2-yl)phenyl)-[1,1':3',1''-terphenyl]